Tert-butyl 4-(5,5-dimethyl-2,4-dioxoimidazolidin-1-yl)-1H-indole-1-carboxylate CC1(C(NC(N1C1=C2C=CN(C2=CC=C1)C(=O)OC(C)(C)C)=O)=O)C